6-(2,6-dichlorophenyl)-2-(1H-indazol-6-ylamino)imidazo[1,2-a]pyrimido[5,4-e]pyrimidin-5(6H)-one ClC1=C(C(=CC=C1)Cl)N1C=2N(C3=C(C1=O)C=NC(=N3)NC3=CC=C1C=NNC1=C3)C=CN2